S1C(CCC1)S(=O)(=O)[O-].[Na+] sodium thiolanesulfonate